ClC1=CC=C2CC(C3(CCN(CC3)C(=O)OC(C)(C)C)C2=C1)O tert-butyl 6-chloro-2-hydroxyspiro[indan-1,4'-piperidine]-1'-carboxylate